FC=1C(=C2C(=NC(=NN2C1)N[C@@H]1[C@@H](CN(CC1)C1COC1)F)OC)C=1C=NC=2N(C1)C=CN2 6-fluoro-N-((3R,4S)-3-fluoro-1-(oxetan-3-yl)piperidin-4-yl)-5-(imidazo[1,2-a]pyrimidin-6-yl)-4-methoxypyrrolo[2,1-f][1,2,4]triazin-2-amine